5-(benzothiazole-2-yl)-2-hydroxybenzaldehyde S1C(=NC2=C1C=CC=C2)C=2C=CC(=C(C=O)C2)O